ONS(=O)=O N-hydroxysulfonamide